(3,5-difluoro-4-(1-methyl-4-(trifluoromethyl)-1H-imidazol-2-yl)phenyl)methanol FC=1C=C(C=C(C1C=1N(C=C(N1)C(F)(F)F)C)F)CO